2-(3-[3-[(4-Methyl-1,2,4-triazol-3-yl)methyl]oxetan-3-yl]phenyl)-1,3-benzothiazole CN1C(=NN=C1)CC1(COC1)C=1C=C(C=CC1)C=1SC2=C(N1)C=CC=C2